C(C1=CC=CC=C1)N1N=C(N=C1C=O)C1CC1 2-benzyl-5-cyclopropyl-1,2,4-triazole-3-carbaldehyde